COC=1C=C(C=CC1)[C@H]1NC(OC1)=O (R)-4-m-methoxyphenyl-2-oxazolidinone